C(C)N1N=NC2=C1C=C(C=C2)C2=CNC=1N(CN=CC12)CCC(F)(F)F 5-(1-ethyl-1H-benzo[d][1,2,3]triazol-6-yl)-N-(3,3,3-trifluoropropyl)-7H-pyrrolo[2,3-d]pyrimidin